CS1(=NC=2C=C(C=CC2CC1)C(=O)OC)=O methyl 3-methyl-3-oxo-3-thia-2-azabicyclo[4.4.0]decane-1(6),2,7,9-tetraene-9-carboxylate